4,4'-Bis(4-aminophenyl)biphenyl NC1=CC=C(C=C1)C1=CC=C(C=C1)C1=CC=C(C=C1)C1=CC=C(C=C1)N